O1C(=C(C=C1)C(=O)OCCCCCC)C(=O)OCCCCCC dihexyl furandicarboxylate